NC(CC(CCS(=O)(=O)[O-])Br)=O 4-amino-2-bromo-4-oxobutylmethanesulfonate